(S)-2-(6-(5-chloro-2-((tetrahydro-2H-pyran-4-yl)amino)pyrimidin-4-yl)-4-oxopyrrolo[2,1-f][1,2,4]triazin-3(4H)-yl)-N-((S)-1-(3,5-dimethylphenyl)-2-hydroxyethyl)propionamide ClC=1C(=NC(=NC1)NC1CCOCC1)C=1C=C2C(N(C=NN2C1)[C@H](C(=O)N[C@H](CO)C1=CC(=CC(=C1)C)C)C)=O